4-thiazolidinedicarboxylic acid C1C=CS(N1)(C(=O)O)C(=O)O